Cl.N[C@@H](C)C(=O)[NH-] L-alanyl-amide hydrochloride